N1(CCC1)C(CC1=CNC2=NC=C(C=C21)F)=O 1-(azetidin-1-yl)-2-(5-fluoro-1H-pyrrolo[2,3-b]pyridin-3-yl)ethan-1-one